1,4-bis(2-ethylimidazole-1-yl)terephthalic acid C(C)C=1N(C=CN1)C1(C(=O)O)C=CC(C(=O)O)(C=C1)N1C(=NC=C1)CC